[Si](C)(C)(C(C)(C)C)OC(C(=O)N1C=CC2=CC(=CC(=C12)F)C1=CC(=NC=C1)N(C(OC(C)(C)C)=O)C1=CC=NN1C)C=1C(=NC=CC1)Cl t-butyl N-(4-(1-(2-((t-butyldimethylsilyl)oxy)-2-(2-chloropyridin-3-yl) acetyl)-7-fluoroindol-5-yl)pyridin-2-yl)-N-(1-methyl-1H-pyrazol-5-yl)carbamate